4-chloro-5-[4-(5-trifluoromethyl-pyridin-2-yloxy)-piperidin-1-yl]-benzofuran-2-carboxylic acid ClC1=C(C=CC2=C1C=C(O2)C(=O)O)N2CCC(CC2)OC2=NC=C(C=C2)C(F)(F)F